(R)-(4-(4-isopropylpyrazolo[1,5-a]pyridin-2-yl)-1,4,6,7-tetrahydro-5H-imidazo[4,5-c]pyridin-5-yl)(5-methyl-1,3,4-oxadiazol-2-yl)methanone C(C)(C)C=1C=2N(C=CC1)N=C(C2)[C@@H]2N(CCC1=C2N=CN1)C(=O)C=1OC(=NN1)C